NC1=CC(=C(OC2=CC=NC3=CC=CC=C23)C(=C1)F)F 4-(4-amino-2,6-difluorophenoxy)quinolin